N,N-dimethyl-3-((5-(3-methyl-1-morpholinylimidazo[1,5-a]quinoxalin-8-yl)pyridin-2-yl)oxy)propan-1-amine CN(CCCOC1=NC=C(C=C1)C1=CC=C2N=CC=3N(C2=C1)C(=NC3C)N3CCOCC3)C